4-[2-Methoxy-4-(trifluoromethyl)phenyl]-1-methyl-6H-pyrazolo[3,4-d]pyridazin-7-one COC1=C(C=CC(=C1)C(F)(F)F)C=1C2=C(C(NN1)=O)N(N=C2)C